2-[6-(4,5-diethyl-4H-1,2,4-triazol-3-yl)pyridin-2-yl]-4-[(methylamino)methyl]-6-[methyl(propan-2-yl)amino]-2,3-dihydro-1H-pyrrolo[3,4-c]pyridin-1-one, hydrochloride Cl.C(C)N1C(=NN=C1CC)C1=CC=CC(=N1)N1CC=2C(=NC(=CC2C1=O)N(C(C)C)C)CNC